3-(3-(4-(Chloromethyl)phenyl)-5-(4-methylpyridin-2-yl)-3H-imidazo[4,5-b]pyridin-2-yl)pyridin-2-amine ClCC1=CC=C(C=C1)N1C(=NC=2C1=NC(=CC2)C2=NC=CC(=C2)C)C=2C(=NC=CC2)N